(cyclobutanecarbonyl)piperidin C1(CCC1)C(=O)N1CCCCC1